C(C)(C)(C)OC(C1=C(C(=CC=C1[N+](=O)[O-])F)C)=O 3-Fluoro-2-methyl-6-nitrobenzoic acid tert-butyl ester